C(C1=CC=CC=C1)OC1=C(C(=C(C=C1)C=1C=NN(C1)COCC[Si](C)(C)C)F)F 2-[[4-(4-benzyloxy-2,3-difluoro-phenyl)pyrazol-1-yl]methoxy]ethyl-trimethyl-silane